ethyl 3-hydroxy-4-methoxy-2-nitro-butanoate OC(C(C(=O)OCC)[N+](=O)[O-])COC